BrC1=C(C=C(C=C1)CC#N)F 2-(4-Bromo-3-fluorophenyl)acetonitrile